tert-butyl 7-(5-((3S)-3-((2-methoxy-1-(6-methoxypyridin-3-yl)-2-oxoethyl) (methyl) amino) pyrrolidin-1-yl) pentyl)-3,4-dihydro-1,8-naphthyridine-1(2H)-carboxylate COC(C(C=1C=NC(=CC1)OC)N([C@@H]1CN(CC1)CCCCCC1=CC=C2CCCN(C2=N1)C(=O)OC(C)(C)C)C)=O